2-(1-(3-bromophenyl)-5-oxopyrrolidin-2-yl)acetonitrile BrC=1C=C(C=CC1)N1C(CCC1=O)CC#N